(1-(2-(3-fluoro-5-(trifluoromethyl)benzyl)pyridin-4-yl)-4-((2-hydroxyethyl)carbamoyl)-3-methyl-1H-pyrazol-5-yl)methyl acetate C(C)(=O)OCC1=C(C(=NN1C1=CC(=NC=C1)CC1=CC(=CC(=C1)C(F)(F)F)F)C)C(NCCO)=O